ClC1=NC(=C(C=C1C1OCCO1)C)C 2-chloro-3-(1,3-dioxolan-2-yl)-5,6-dimethylpyridine